C(C1=CC=CC=C1)(C1=CC=CC=C1)N1[C@@H]([C@H]1C1COC1)C(=O)[O-].[Na+] sodium (2S,3R)-1-benzhydryl-3-(oxetan-3-yl)aziridine-2-carboxylate